(S,E)-1-Amino-2-(1-(but-2-enoyl)pyrrolidin-2-yl)-4-(4-(pyridin-2-ylcarbamoyl)phenyl)-1H-imidazol-5-carboxamid NN1C(=NC(=C1C(=O)N)C1=CC=C(C=C1)C(NC1=NC=CC=C1)=O)[C@H]1N(CCC1)C(\C=C\C)=O